2-(4-acetylphenyl)-7,7-dimethyl-10-(piperazin-1-yl)-5,12b-dihydro-1H,7H-chromeno[4,3-c][1,2,4]triazolo[1,2-a]pyridazine-1,3(2H)-dione hydrochloride Cl.C(C)(=O)C1=CC=C(C=C1)N1C(N2N(CC=C3C2C=2C=CC(=CC2OC3(C)C)N3CCNCC3)C1=O)=O